N1C(=CC2=CC=C3C(=C12)C=CC=N3)[C@@]3([C@H](O)[C@H](O)[C@@H](CO)O3)N3C(=O)N=C(N)C=C3 Pyridoindolyl-cytidine